4-bromonaphthalene-1,8-dicarboxylic anhydride BrC1=CC=C2C3=C(C=CC=C13)C(=O)OC2=O